ClC1=C(C(C(=O)OC(C)C)O)C=CC=C1 isopropyl o-chloromandelate